C[C@@H]1N(C2=CC=CC=C2[C@@H](C1)NC1=NC=C(C=C1)[N+](=O)[O-])C(CC)=O 1-((2s,4r)-2-methyl-4-((5-nitropyridin-2-yl)amino)-3,4-dihydroquinolin-1(2H)-yl)propan-1-one